1-(2-amino-5-methylphenyl)-3-(4-(tert-butyl)phenyl)prop-2-yn-1-one NC1=C(C=C(C=C1)C)C(C#CC1=CC=C(C=C1)C(C)(C)C)=O